(R,E)-N-(4-((4-([1,2,4]triazolo[1,5-a]pyridin-7-yloxy)-5-methyl-2-(oxetan-3-yloxy)phenyl)amino)-7-methoxy-quinazolin-6-yl)-2-fluoro-3-(1-methylpyrrolidin-2-yl)acrylamide N=1C=NN2C1C=C(C=C2)OC2=CC(=C(C=C2C)NC2=NC=NC1=CC(=C(C=C21)NC(/C(=C\[C@@H]2N(CCC2)C)/F)=O)OC)OC2COC2